5-methyl-N-(2-(3-((1-methylpiperidin-4-yl)oxy)-5-(trifluoromethyl)phenyl)quinazolin-7-yl)isoxazole-4-carboxamide CC1=C(C=NO1)C(=O)NC1=CC=C2C=NC(=NC2=C1)C1=CC(=CC(=C1)C(F)(F)F)OC1CCN(CC1)C